CNC(=O)[C@H]1NCCN(C1)C=1C=NC2=CC=C(C=C2C1)C=1N=CNC1C1=NC(=CC=C1)C (2S)-N-methyl-4-[6-[5-(6-methyl-2-pyridyl)-1H-imidazol-4-yl]-3-quinolyl]piperazine-2-carboxamide